(R)-N-(4-(3-((1-acryloylpyrrolidin-3-yl)oxy)pyridin-4-yl)-2-methylbenzyl)-1-(tert-butyl)-1H-1,2,3-triazole-4-carboxamide C(C=C)(=O)N1C[C@@H](CC1)OC=1C=NC=CC1C1=CC(=C(CNC(=O)C=2N=NN(C2)C(C)(C)C)C=C1)C